4-(bis(3,5-bis(trifluoromethyl)phenyl)amino)-7-(3-(trifluoromethyl)phenyl)thieno[2,3-d]-Pyridazine FC(C=1C=C(C=C(C1)C(F)(F)F)N(C1=C2C(=C(N=N1)C1=CC(=CC=C1)C(F)(F)F)SC=C2)C2=CC(=CC(=C2)C(F)(F)F)C(F)(F)F)(F)F